thiazol-2-yl-pyridine-2,3-diamine hydrochloride Cl.S1C(=NC=C1)C1=C(C(=NC=C1)N)N